(±)-cis-tert-butyl 4-chloro-2-((8-((2-(2-(ethoxycarbonyl)cyclopropyl)pyridin-4-yl)amino)-3,7-dimethyl-2,6-dioxo-2,3,6,7-tetrahydro-1H-purin-1-yl)methyl)-1H-indole-1-carboxylate ClC1=C2C=C(N(C2=CC=C1)C(=O)OC(C)(C)C)CN1C(N(C=2N=C(N(C2C1=O)C)NC1=CC(=NC=C1)[C@H]1[C@H](C1)C(=O)OCC)C)=O |r|